O=C1NC(CCC1N1C(N(C2=C1C=CC(=C2)C#CC2CCN(CC2)C(=O)C2CCC(CC2)NC(OC(C)(C)C)=O)C)=O)=O tert-butyl N-[4-[4-[2-[1-(2,6-dioxo-3-piperidyl)-3-methyl-2-oxo-benzimidazol-5-yl] ethynyl] piperidine-1-carbonyl]cyclohexyl]carbamate